N'-(6-{[5-cyclopropyl-1-(oxan-2-yl)-1H-pyrazol-3-yl]amino}-5-methoxy-1,2-benzoxazol-3-yl)-N,N-dimethylmethanimidamide C1(CC1)C1=CC(=NN1C1OCCCC1)NC1=CC2=C(C(=NO2)N=CN(C)C)C=C1OC